1-({[1-(3,5-Diethoxyphenyl)ethyl](4-phenylbutyl)carbamoyl}amino)cyclopentane-1-carboxylic acid methyl ester COC(=O)C1(CCCC1)NC(N(CCCCC1=CC=CC=C1)C(C)C1=CC(=CC(=C1)OCC)OCC)=O